O1C(=CC2=C1C=CC=C2)C(=O)C2=CC=C(C=C2)OC benzofuran-2-yl(4-methoxyphenyl)methanone